Rac-(3aR,6aR)-2-((1-methyl-2-oxabicyclo[3.1.1]heptan-5-yl)methyl)-5-((2-methyl-6-(trifluoromethyl)pyridin-3-yl)sulfonyl)octahydropyrrolo[3,4-c]pyrrole CC12OCCC(C1)(C2)CN2C[C@@H]1CN(C[C@H]1C2)S(=O)(=O)C=2C(=NC(=CC2)C(F)(F)F)C |r|